4-((S)-4-acryloyl-3-(cyanomethyl)piperazin-1-yl)-8-fluoro-2-(((S)-1-methylpyrrolidin-2-yl)methoxy)-7-(1,1a,6,6a-tetrahydrocyclopropa[a]inden-2-yl)-1,6-naphthyridine-3-acetonitrile C(C=C)(=O)N1[C@H](CN(CC1)C1=C(C(=NC2=C(C(=NC=C12)C1=CC=CC=2CC3C(C12)C3)F)OC[C@H]3N(CCC3)C)CC#N)CC#N